NC1=NC(N(C=C1)[C@@H]1O[C@@H]([C@H]([C@H]1F)O[Si](C)(C)C(C)(C)C)COP1(SCCS1)=S)=O 4-amino-1-((2R,3R,4R,5R)-4-((tert-butyldimethylsilyl)oxy)-3-fluoro-5-(((2-sulfido-1,3,2-dithiaphospholan-2-yl)oxy)methyl)tetrahydrofuran-2-yl)pyrimidin-2(1H)-one